(R)-3,5-dimethyl-2-(2-((1-methylpiperidin-3-yl)oxy)-[1,2,4]triazolo[1,5-a]pyrimidin-5-yl)phenol CC=1C(=C(C=C(C1)C)O)C1=NC=2N(C=C1)N=C(N2)O[C@H]2CN(CCC2)C